C(C)C1N(C(C2=CC(=C(C=C12)OC)OC)=O)C1=NC(=NC=C1)C1=NC=C(C=N1)F 3-ethyl-2-(5'-fluoro-[2,2'-bipyrimidin]-4-yl)-5,6-dimethoxyisoindolin-1-one